(αS)-2-chloro-α,3,6-trifluoro-benzenepropanoic acid ClC1=C(C(=CC=C1F)F)C[C@@H](C(=O)O)F